4-chloro-2-sulfanylbenzonitrile ClC1=CC(=C(C#N)C=C1)S